C(C)(C)(C)OC(=O)N1C[C@H](CC1)NC1=CC=C(C=C1)Br (3S)-3-(4-bromoanilino)pyrrolidine-1-carboxylic acid tert-butyl ester